[N+](=[N-])=C([C@H](N=O)C(=O)O)CCC diazo-oxonorleucine